FC1(CC2(CC2)OC2=CC(=C(C=C12)F)C1=C(C=NN1C)I)F 4,4,6-trifluoro-7-(4-iodo-1-methyl-1H-pyrazol-5-yl)spiro[chroman-2,1'-cyclopropane]